CC1=C(C=C(C=C1)NC(=O)C2=CC=CC=C2)N n-(3-amino-4-methylphenyl)benzamide